1,3,5-trimethyl-2,4-bis(isocyanatomethyl)benzene tert-butyl-3-cyano-3-(hydroxymethyl)azetidine-1-carboxylate C(C)(C)(C)OC(=O)N1CC(C1)(CO)C#N.CC1=C(C(=C(C(=C1)C)CN=C=O)C)CN=C=O